[C@@H]12CCC[C@@H](CC1)N2C[C@@H]2[C@H]([C@]1([C@](C3=C(C=NC=C3OC)O1)([C@@H]2O)O)C2=CC=C(C=C2)Br)C2=CC=CC=C2 |&1:9,10,11,12,22| rac-(4bS,5R,6S,7S,7aR)-6-(((1R,5S)-8-azabicyclo[3.2.1]octan-8-yl)methyl)-7a-(4-bromophenyl)-4-methoxy-7-phenyl-5,6,7,7a-tetrahydro-4bH-cyclopenta[4,5]furo[2,3-c]pyridine-4b,5-diol